NC1CCC(CC1)CNC1=CC(=C(C=C1Cl)S(=O)(=O)NC=1SC=CN1)F 4-((((1r,4r)-4-aminocyclohexyl)methyl)amino)-5-chloro-2-fluoro-N-(thiazol-2-yl)benzenesulfonamide